2-(tert-butylamino)-4-((1R,3S)-3-hydroxycycloheptylamino)pyrimidine-5-carboxamide C(C)(C)(C)NC1=NC=C(C(=N1)N[C@H]1C[C@H](CCCC1)O)C(=O)N